methyl (1S,2S)-2-(((2-methyl-6-(1-methyl-5-(((tetrahydro-2H-pyran-2-yl)oxy)methyl)-1H-1,2,3-triazol-4-yl)pyridin-3-yl)oxy)methyl)cyclohexane-1-carboxylate CC1=NC(=CC=C1OC[C@@H]1[C@H](CCCC1)C(=O)OC)C=1N=NN(C1COC1OCCCC1)C